Cl.C(C#C)OCCCOCCN 2-(3-prop-2-ynoxypropoxy)ethanamine Hydrochloride